([[3-amino-6-(2-hydroxyphenyl)pyridazin-4-yl]oxy]methyl)-N-methylbicyclo[1.1.1]pentane-1-carboxamide NC=1N=NC(=CC1OCC1C2(CC1C2)C(=O)NC)C2=C(C=CC=C2)O